C1(CC1)C=1N=CN(C1)C=1C=C2C(C=COC2=CC1)=O 6-(4-cyclopropyl-1H-imidazol-1-yl)chromone